FC1=CC=C(C=C1)[C@@H]1N(CCC2=CC=CC=C12)C=1O[C@]2(CN1)CN(CC2)CCC 3-((S)-2-((S)-1-(4-fluorophenyl)-3,4-dihydroisoquinolin-2(1H)-yl)-1-oxa-3,7-diazaspiro[4.4]non-2-en-7-yl)propan